N-(tert-butyl)cyclohexane-1,3-diamine C(C)(C)(C)NC1CC(CCC1)N